C(C=C)OC([C@H](CNC(=O)C1=CC=C(C(=O)OC)C=C1)NC(=O)OCC1=CC=CC=C1)=O methyl (S)-4-((3-(allyloxy)-2-(((benzyloxy)carbonyl)amino)-3-oxopropyl)carbamoyl)benzoate